N,N-dipropyl-1,4-butanediamine C(CC)N(CCCCN)CCC